3-{1-[4-(4-Amino-5-{4-[bis(2-hydroxyethyl)amino]phenylimino}-2-hydroxyphenylamino)phenyl]-pyrrolidin-3-yl}-1-methyl-3H-imidazol NC1C=C(C(=CC1=NC1=CC=C(C=C1)N(CCO)CCO)NC1=CC=C(C=C1)N1CC(CC1)N1CN(C=C1)C)O